COC(C(=O)O)C 2-methoxypropanoic acid